ClC1=C(C=CC(=C1)OCC=1C(=NOC1C1CC1)C1=C(C=CC=C1Cl)Cl)C#CC=1C=C(C(=C(C(=O)OC)C1)C)[N+](=O)[O-] methyl 5-((2-chloro-4-((5-cyclopropyl-3-(2,6-dichlorophenyl) isoxazol-4-yl) methoxy) phenyl) ethynyl)-2-methyl-3-nitrobenzoate